ferrocenedisulfonamidate [C-]1(C(=CC=C1)S(=O)(=O)N)S(=O)(=O)N.[CH-]1C=CC=C1.[Fe+2]